propyl-4'-propargyloxy-4-biphenylsulfonamide C(CC)C1=C(C=CC(=C1)S(=O)(=O)N)C1=CC=C(C=C1)OCC#C